monolithium ethylenediaminetetraacetic acid C(CN(CC(=O)O)CC(=O)O)N(CC(=O)O)CC(=O)O.[Li]